FC=1C(=[N+](C=CC1C=1C=NC=CC1C)[O-])C 3'-Fluoro-2',4-dimethyl-[3,4'-bipyridine] 1'-oxide